racemic-3-(dimethylamino)-1-(thiophen-2-yl)propan-1-ol CN(CC[C@@H](O)C=1SC=CC1)C |r|